ClC=1C=C(C(=O)NC2=CC3=CN(N=C3C=C2C(C)(C)O)C2CCC(CC2)C=O)C=CC1Cl 3,4-Dichloro-N-[2-(4-formylcyclohexyl)-6-(1-hydroxy-1-methyl-ethyl)indazol-5-yl]benzamide